C(#N)C1=CC=C(C=C1)NC(C1=C(C=C(C=C1)C(F)(F)F)OC1=C(C=C(C=C1)F)C)=O N-(4-cyanophenyl)-2-(4-fluoro-2-methylphenoxy)-4-(trifluoromethyl)benzamide